Cl.C1(CCC1)NC(C1=NC=C(C=C1)N1CCNCC1)=O N-cyclobutyl-5-(piperazin-1-yl)picolinamide hydrochloride